C[C@@H]1[C@H](C1)NC(=O)C1=CC2=C(N=C(S2)N2CCC(CC2)N2CCOCC2)S1 N-((1S,2S)-2-methylcyclopropyl)-2-(4-morpholinopiperidin-1-yl)thieno[2,3-d]thiazole-5-carboxamide